NC1CCCCC(=O)N1 epsilon-aminocaprolactam